(S)-6-benzhydryl-11-hydroxy-N-(2-methoxyethyl)-10-oxo-5,6-dihydro-10H-imidazo[1,2-a]pyrido[2,1-c]pyrazine-3-carboxamide C(C1=CC=CC=C1)(C1=CC=CC=C1)[C@@H]1N2C(C=3N(C1)C(=CN3)C(=O)NCCOC)=C(C(C=C2)=O)O